BrC1=CC=C2C3(CC=4C(=NOC4C2=C1)NS(=O)(=O)C(CC)CC)CC3 N-(8'-bromo-4'H-spiro[cyclopropane-1,5'-naphtho[2,1-d]isoxazol]-3'-yl)pentane-3-sulfonamide